(E)-ethyl 3-(3-isopropyl-1,2,4-oxadiazol-5-yl)acrylate C(C)(C)C1=NOC(=N1)/C=C/C(=O)OCC